C(C1=CC=CC=C1)N[C@@H]1C[C@H]([C@H](CC1)O)C |r| rac-(1S,2R,4S)-4-(benzylamino)-2-methylcyclohexane-1-ol